ClC1=C2N(C(C(=C1)NC1=NC=NC=C1)=O)C(NC2=O)(C(F)(F)F)C 8-chloro-3-methyl-6-(pyrimidin-4-ylamino)-3-(trifluoromethyl)-2H-imidazo-[1,5-a]pyridine-1,5-dione